CC(=CCS)CCC=C(C)C 3,7-dimethylocta-2,6-diene-1-thiol